11-hexadecaneenoic acid C(CCCCCCCCCC=CCCCC)(=O)O